CC=1C(=C(C=C(C1)O)O)C(CC)CC 5-Methyl-4-pentan-3-ylbenzene-1,3-diol